FC(S(=O)(=O)C=1C=C(C=CC1)CN1CCC2(CN(C2)C(=O)N2CC3(C2)NC(CC3)=O)C1)(F)F 2-[7-[[3-(trifluoromethylsulfonyl)phenyl]methyl]-2,7-diazaspiro[3.4]octane-2-carbonyl]-2,5-diazaspiro[3.4]octan-6-one